(2S)-N-[(1S)-1-cyano-2-{4-[2-oxo-3-(prop-2-yl)-2,3-dihydro-1,3-benzoxazol-5-yl]phenyl}ethyl]-1,4-oxaazepane-2-carboxamide C(#N)[C@H](CC1=CC=C(C=C1)C=1C=CC2=C(N(C(O2)=O)C(C)C)C1)NC(=O)[C@H]1OCCCNC1